2-phenyl-3-(phenylsulfonyl)oxirane C1(=CC=CC=C1)C1OC1S(=O)(=O)C1=CC=CC=C1